C(C1=CC=CC=C1)(=O)OCC(CCCCCCCCCC)CCCCCCCC 2-Octyldodecyl Benzoate